FC1=C(C(=C2C=CC=NC2=C1)C)NC1=NC=C2N(C(N(C2=N1)C1(CCOCC1)C#N)=O)C 4-(2-((7-Fluoro-5-methylquinolin-6-yl)amino)-7-methyl-8-oxo-7,8-dihydro-9H-purine-9-yl)tetrahydro-2H-pyran-4-carbonitrile